1-(4-((4-((2-ethoxy-5-(thiophen-2-yl)phenyl)amino)-7-methoxy-quinazolin-6-yl)oxy)piperidin-1-yl)prop-2-en-1-one C(C)OC1=C(C=C(C=C1)C=1SC=CC1)NC1=NC=NC2=CC(=C(C=C12)OC1CCN(CC1)C(C=C)=O)OC